N1=NC(=CC=C1)NC(=O)[C@H]1CC12CCN(CC2)C(=O)[O-] (S)-1-(pyridazin-3-ylcarbamoyl)-6-azaspiro[2.5]octane-6-carboxylate